(S)-6-chloro-2-((6-(1,3-difluoropropan-2-yl)-5-oxo-6,7-dihydro-5H-pyrrolo[3,4-d]pyrimidin-2-yl)amino)-2,3-dihydro-1H-indene-4-carbonitrile ClC=1C=C(C=2C[C@H](CC2C1)NC=1N=CC2=C(N1)CN(C2=O)C(CF)CF)C#N